OC1=C(C=CC(=C1)B(O)O)C1=CC=C(C=C1)C=1NC(C2=C(N1)CCSC2)=O (2-hydroxy-4'-(4-oxo-3,5,7,8-tetrahydro-4H-thiopyrano[4,3-d]pyrimidin-2-yl)-[1,1'-biphenyl]-4-yl)boronic acid